[N-](S(=O)(=O)C(F)(F)F)S(=O)(=O)C(F)(F)F.C(CCCCCCC)[N+](C)(CCCCCCCC)CCCCCCCC trioctylmethylammonium bis(trifluoromethanesulfonyl)imide